O=C1N(CC2=CC(=CC=C12)N1CCNCC1)[C@@H]1C(NC(CC1)=O)=O (3S)-3-[1-oxo-5-(piperazin-1-yl)-3H-isoindol-2-yl]piperidine-2,6-dione